FC(C(=O)O)(F)F.ClC1=C(C=CC(=C1)C(F)(F)F)NC(=O)C1(CCC1)N1N=CC(=C1)N1C[C@@H]2CNC[C@@H]2C1 cis-N-(2-chloro-4-(trifluoromethyl)phenyl)-1-(4-(hexahydropyrrolo[3,4-c]pyrrol-2(1H)-yl)-1H-pyrazol-1-yl)cyclobutane-1-carboxamide trifluoroacetate